C1(CC1)CNC(CN1[C@@H](CN(CC1)C1=CC(=C2C(=N1)C(=CS2)C(CC)=O)C(F)(F)F)C)=O (R)-N-(cyclopropylmethyl)-2-(2-methyl-4-(3-propionyl-7-(trifluoromethyl)thieno[3,2-b]pyridin-5-yl)piperazin-1-yl)acetamide